9,9-bis[(4-hydroxy)phenyl]fluorene OC1=CC=C(C=C1)C1(C2=CC=CC=C2C=2C=CC=CC12)C1=CC=C(C=C1)O